2-(3-(hydroxymethyl)cyclohexyl)propan-1-ol natrium hydrogen carbonate C(O)([O-])=O.[Na+].OCC1CC(CCC1)C(CO)C